BrC=1C=C(C(=NC1)N1[C@H]2CN([C@@H](C1)C2)C(=O)OC(C)(C)C)C Tert-butyl (1r,4r)-5-(5-bromo-3-methyl-2-pyridinyl)-2,5-diazabicyclo[2.2.1]heptane-2-carboxylate